O-propargyl phosphoramidite P(OCC#C)([O-])N